tert-butyl 4-(2-(4-(1-benzyl-5-isopropoxy-1H-imidazo[4,5-b]pyridin-2-yl)-3-chlorophenoxy)ethyl)piperazine-1-carboxylate C(C1=CC=CC=C1)N1C(=NC2=NC(=CC=C21)OC(C)C)C2=C(C=C(OCCN1CCN(CC1)C(=O)OC(C)(C)C)C=C2)Cl